O=C1C=COC2=CC=C(C=C12)C(=O)O 4-oxo-4H-chromen-6-carboxylic acid